(E)-2-cyano-3-(4-hydroxy-3,5-diisopropylphenyl)-N-(3-phenylpropyl)acrylamide C(#N)/C(/C(=O)NCCCC1=CC=CC=C1)=C\C1=CC(=C(C(=C1)C(C)C)O)C(C)C